FC1=CC(=CC=2NC(=NC21)C2=CC(=CN2)C(=O)C2=C(C=CC=C2)C(F)(F)F)N2C[C@@H](S(CC2)(=O)=O)C (S)-(5-(4-fluoro-6-(2-methyl-1,1-dioxidothiomorpholino)-1H-benzo[d]imidazol-2-yl)-1H-pyrrol-3-yl)(2-(trifluoromethyl)phenyl)methanone